methylenebis(1,4-phenylene) diisocyanate C(C1=CC=C(C=C1)N=C=O)C1=CC=C(C=C1)N=C=O